1-[4-(1-Methyl-1H-pyrazolo[4,3-c]pyridin-3-yl)-phenyl]-3-oxazol-5-ylmethyl-urea CN1N=C(C=2C=NC=CC21)C2=CC=C(C=C2)NC(=O)NCC2=CN=CO2